Cl.ClC=1C=C(C=CC1F)NC1N(C(=NC(=N1)N)N1CCCC1)C1=CC=C(C=C1)C N-(3-Chloro-4-fluorophenyl)-6-pyrrolidin-1-yl-N1-p-tolyl-[1,3,5]triazine-2,4-diamine hydrochloride